6-carboxyl-2-(3,5-dichlorophenyl)-benzoxazole C(=O)(O)C1=CC2=C(N=C(O2)C2=CC(=CC(=C2)Cl)Cl)C=C1